Methyl-1H-1,2,4-triazole-3-carboxylate COC(=O)C1=NC=NN1